8-methoxy-3-(trifluoromethyl)quinoline-6-carboxylic acid COC=1C=C(C=C2C=C(C=NC12)C(F)(F)F)C(=O)O